methyl 6-(4-chloro-3-methylphenyl)-4-oxo-4,5-dihydropyrazolo[1,5-a]pyrazine-2-carboxylate ClC1=C(C=C(C=C1)C=1NC(C=2N(C1)N=C(C2)C(=O)OC)=O)C